FC1(CCN(CC1)C=1C=C(N)C=CC1C1=NN=CN1)F 3-(4,4-difluoropiperidin-1-yl)-4-(4H-1,2,4-triazol-3-yl)aniline